OC1C(C23C(C(C(CC1(C=C)C)O)(C(CC3)C)C)C(CC2)=O)C 3,6-dihydroxy-2,4,7,14-tetramethyl-4-vinyl-tricyclo[5.4.3.01,8]tetradecan-9-one